C1(=CC(=CC(=C1)C)C)S(=O)(=O)[O-] 3,5-xylenesulfonate